C1(CCCCC1)C1CCCCC1C1CCCCC1 1,6-dicyclohexylcyclohexane